bis-(4-hydroxyphenyl) sulfate S(=O)(=O)(OC1=CC=C(C=C1)O)OC1=CC=C(C=C1)O